4-morpholino-3-nitro-6-(3-(m-tolyl)-1H-pyrazol-1-yl)pyridin-2-amine O1CCN(CC1)C1=C(C(=NC(=C1)N1N=C(C=C1)C=1C=C(C=CC1)C)N)[N+](=O)[O-]